NCC1=CC(=C(C(=C1)C)NC(=O)C1=CC2=C(OCCC3=C2SC=C3)C=C1C=1C(=NC(=CC1)C(NCCC)=O)C(=O)OC)C(NCCCC)=O methyl 3-(9-((4-(aminomethyl)-2-(butylcarbamoyl)-6-methylphenyl)carbamoyl)-4,5-dihydrobenzo[b]thieno[2,3-d]oxepin-8-yl)-6-(propylcarbamoyl)picolinate